1-(4-((4-(4-(3,4-dihydroisoquinolin-2(1H)-yl)-3-hydroxy-2,2-dimethylpiperidine-1-carbonyl)pyridin-2-yl)amino)piperidin-1-yl)ethan-1-one C1N(CCC2=CC=CC=C12)C1C(C(N(CC1)C(=O)C1=CC(=NC=C1)NC1CCN(CC1)C(C)=O)(C)C)O